p-((N,N-bis(trimethylsilyl)amino)methyl)phenyllithium C[Si](N([Si](C)(C)C)CC1=CC=C(C=C1)[Li])(C)C